C(C)(C)(C)OC(=O)N[C@H]1CN(CC1)S(=O)(=O)C=1C=C2C=CN(C2=CC1)C(C(=O)O)C 2-[5-[(3R)-3-(tert-butoxycarbonylamino)pyrrolidin-1-yl]sulfonylindol-1-yl]propanoic acid